ClC=1C=C2C=C(NC2=CC1C=1N=NN(C1)C)CNC(C)=O N-{[5-chloro-6-(1-methyl-1H-1,2,3-triazol-4-yl)-2-indolyl]methyl}acetamide